4-(4-(3-(1-Isobutyl-1H-indazol-6-yl)-1,4-dihydrothieno[2',3':4,5]cyclopenta[1,2-c]pyrazol-6-yl)benzyl)morpholine C(C(C)C)N1N=CC2=CC=C(C=C12)C=1C2=C(NN1)C1=C(C2)SC(=C1)C1=CC=C(CN2CCOCC2)C=C1